C(C)(C)(C)OC(=O)N1C(CCCC1)CC1=CC(=C2C(=N1)C(=CS2)C(NC)=O)C(F)(F)F ((3-(methylcarbamoyl)-7-(trifluoromethyl)thieno[3,2-b]pyridin-5-yl)methyl)piperidine-1-carboxylic acid tert-butyl ester